COC(=O)C=1OC=C(C1)NC(=O)OCC1=CC=CC=C1 4-(Benzyloxycarbonylamino)furan-2-carboxylic acid methyl ester